tert-Butyl 4-(4-amino-3-carbamoylphenyl)piperazine-1-carboxylate NC1=C(C=C(C=C1)N1CCN(CC1)C(=O)OC(C)(C)C)C(N)=O